5-((4''-(difluoromethoxy)-[1,1':4',1''-terphenyl]-4-yl)oxy)-1H-1,2,3-triazole-4-carboxylic acid FC(OC1=CC=C(C=C1)C1=CC=C(C=C1)C1=CC=C(C=C1)OC1=C(N=NN1)C(=O)O)F